2-diphenylphosphinomethyl-1-phenylsulfonyl-1H-indol-3-yl-3-methoxyphenylmethyl-2-methylpropane-2-sulfinamide C1(=CC=CC=C1)P(C1=CC=CC=C1)CC=1N(C2=CC=CC=C2C1C(C(C)(S(=O)N)C)CC1=CC(=CC=C1)OC)S(=O)(=O)C1=CC=CC=C1